C(C)(C)(C)OC(=O)N(C1CC2=C(SC(=C2)C(=O)O)CCC1)C 5-[tert-butoxycarbonyl(methyl)amino]-5,6,7,8-tetrahydro-4H-cyclohepta[b]thiophene-2-carboxylic acid